NC1=NC2=CC(=CC=C2C=C1)CN(C(C)=O)C1=C2CNC(C2=CC=C1)=O N-[(2-aminoquinolin-7-yl)methyl]-N-(1-oxo-2,3-dihydro-1H-isoindol-4-yl)acetamide